1,4-di(9H-carbazole-9-yl)benzene C1=CC=CC=2C3=CC=CC=C3N(C12)C1=CC=C(C=C1)N1C2=CC=CC=C2C=2C=CC=CC12